2-(benzyl(methyl)amino)ethan-1-ol C(C1=CC=CC=C1)N(CCO)C